N1(C=NC2=C1C=CC=C2)C[C@H](CC2=CC=CC=C2)NC(=O)NC2=CC(=CC(=C2)C(F)(F)F)C(F)(F)F (S)-1-(1-(1H-benzo[d]imidazol-1-yl)-3-phenylpropan-2-yl)-3-(3,5-bis(trifluoromethyl)phenyl)urea